CC1=CC=C(C=C1)C=1C(=CC=CC1)N 4'-methyl-biphenyl-2-amine